N-allylmethylamine C(C=C)NC